OCCNC(C1=CC=C(C=C1)C#CC1=CC=C(C=C1)C1=CC(=NO1)CN1C(=NC=C1)[C@H](C)OC1OCCCC1)=O N-(2-Hydroxyethyl)-4-((4-(3-((2-((1S)-1-((tetrahydro-2H-pyran-2-yl)oxy)ethyl)-1H-imidazol-1-yl)methyl)isoxazol-5-yl)phenyl)ethynyl)benzamide